N-[1-(2-hydroxyethyl)cyclobutyl]-2-methyl-5-[(4-methyl-1,3-thiazol-5-yl)methoxy]-2H-indazole-3-carboxamide OCCC1(CCC1)NC(=O)C=1N(N=C2C=CC(=CC12)OCC1=C(N=CS1)C)C